magnesium-aluminum-iron-cobalt-nickel [Ni].[Co].[Fe].[Al].[Mg]